CC1(CC(OC(=C1)C1=[N+](N(C2=CC3=C(C=C12)SC1=C3C=CC=C1)C)[O-])=O)C 3-(4,4-Dimethyl-2-oxo-3,4-dihydro-2H-pyran-6-yl)-1-methyl-1H-benzo[4,5]thieno[2,3-f]indazole 2-oxide